CN(C=1C=C(C=CC1)C=1C=C(C(=NC1)N)C1=CC(=C(C(=C1)OC)OC)OC)C 5-[3-(dimethylamino)phenyl]-3-(3,4,5-trimethoxyphenyl)pyridin-2-amine